(2S,4R)-1-(2-(1H-1,2,3-triazol-5-yl)acetyl)-N-((S) or (R)-(5-cyclopropylpyridin-2-yl)(phenyl)methyl)-4-fluoropyrrolidine-2-carboxamide N1N=NC=C1CC(=O)N1[C@@H](C[C@H](C1)F)C(=O)N[C@@H](C1=CC=CC=C1)C1=NC=C(C=C1)C1CC1 |o1:17|